NCCCCCC(=O)SCCNC(CCNC([C@@H](C(COP(OP(OC[C@@H]1[C@H]([C@H]([C@@H](O1)N1C=NC=2C(N)=NC=NC12)O)OP(=O)(O)O)(=O)O)(=O)O)(C)C)O)=O)=O 6-aminocaproyl-coenzyme A